chloro(3-isopropyl-1H-inden-1-yl)dimethylsilane Cl[Si](C)(C)C1C=C(C2=CC=CC=C12)C(C)C